3-(4-((14-azido-3,6,9,12-tetraoxatetradecyl)amino)-1-oxoisoindolin-2-yl)piperidine-2,6-dione N(=[N+]=[N-])CCOCCOCCOCCOCCNC1=C2CN(C(C2=CC=C1)=O)C1C(NC(CC1)=O)=O